2-((2,5-dichloropyrimidin-4-yl)amino)-N,N-dimethylbenzenesulfonamide ClC1=NC=C(C(=N1)NC1=C(C=CC=C1)S(=O)(=O)N(C)C)Cl